[Si](C)(C)(C(C)(C)C)O[C@H]([C@@H](N(C)C(=O)C1(CCC(CC1)(F)F)C1=CC=C(C=C1)OC)C(=O)NC1=CC=C2C(=N1)C=NN2C(=O)OC(C)(C)C)C tert-Butyl 5-[(O-[tert-butyl(dimethyl)silyl]-N-{[4,4-difluoro-1-(4-methoxyphenyl)cyclohexyl]carbonyl}-N-methyl-D-threonyl)amino]-1H-pyrazolo[4,3-b]pyridine-1-carboxylate